N1=CC=NC2=CC(=CC=C12)C=CC(=O)C1=CC=C(C=C1)OC(F)(F)F 3-(quinoxalin-6-yl)-1-(4-(trifluoromethoxy)phenyl)prop-2-en-1-one